COC(=O)C12CCC(CC1)(CC2)C2OC=1C(=C(C=3CCNC(C3C1C)=O)Cl)O2 methyl-4-[9-chloro-4-methyl-5-oxo-5,6,7,8-tetrahydro-[1,3]dioxolo[4,5-g]isoquinolin-2-yl]bicyclo[2.2.2]octan-1-carboxylate